COC1=CC=C(C=C1)CN1C(C(CCC1=O)N1C(N(C2=C1C=CC=C2N(C)CC2CCN(CC2)C(=O)OC(C)(C)C)C)=O)=O tert-butyl 4-[[[1-[1-[(4-methoxyphenyl) methyl]-2,6-dioxo-3-piperidyl]-3-methyl-2-oxo-benzimidazol-4-yl]-methyl-amino]methyl]piperidine-1-carboxylate